C\C(=C/COC1=CC=C(C=C1)C(\C=C\C1=CC=C(C=C1)O)=O)\CCC=C(C)C (E)-1-[4-[(2E)-3,7-Dimethylocta-2,6-dienoxy]phenyl]-3-(4-hydroxyphenyl)prop-2-en-1-one